2-[4-(2-hydroxy-2-methylpropoxy)phenyl]-5-methyl-7-[2-(2,2,2-trifluoroethoxy)phenyl]-1H-pyrrolo[3,4-c]pyridine-3,6(2H,5H)-dione OC(COC1=CC=C(C=C1)N1C(C2=CN(C(C(=C2C1)C1=C(C=CC=C1)OCC(F)(F)F)=O)C)=O)(C)C